(S)-5,5-dimethyl-2-(pyrazin-2-ylamino)hexanoic acid compound with methanesulfonic acid CS(=O)(=O)O.CC(CC[C@@H](C(=O)O)NC1=NC=CN=C1)(C)C